(S)-2-(1-(3-chloro-5-methylpyridin-2-yl)cyclopropane-1-carboxamido)-4-(((S)-3-fluoro-2-methoxypropyl)(4-(5,6,7,8-tetrahydro-1,8-naphthyridin-2-yl)butyl)amino)butanoic acid ClC=1C(=NC=C(C1)C)C1(CC1)C(=O)N[C@H](C(=O)O)CCN(CCCCC1=NC=2NCCCC2C=C1)C[C@@H](CF)OC